5-(difluoromethyl)-1-methyl-1H-1,2,3-triazol FC(C1=CN=NN1C)F